FC1=CC=C(C(=O)N[C@@H](C)C2=CC=C(C=C2)NC(OCC2=CN=CO2)=O)C=C1 oxazol-5-ylmethyl (S)-(4-(1-(4-fluorobenzamido)eth-yl)phenyl)carbamate